2-pyridinyl-3,6,7,10,11-penta(n-butoxy)benzophenanthrene N1=C(C=CC=C1)C=1C=C2C=3C=C(C(=CC3C3=C(C2=CC1OCCCC)C=C(C(=C3)OCCCC)OCCCC)OCCCC)OCCCC